C(#N)NC1=CC=C(CN2CCC3=C2N=C(N=C3C)NC=3C=NN(C3)CC(=O)N(C)C)C=C1 2-(4-((7-(4-cyanoaminobenzyl)-4-methyl-6,7-dihydro-5H-pyrrolo[2,3-d]pyrimidin-2-yl)amino)-1H-pyrazol-1-yl)-N,N-dimethylacetamide